5-Bromo-8-methoxy-7-nitro-2,3-dihydro-1H-benzo[d]pyrrolo[1,2-a]imidazole BrC1=CC(=C(C2=C1N=C1N2CCC1)OC)[N+](=O)[O-]